tert-butyl (3-(1-trityl-1H-imidazol-4-yl)propyl)carbamate C(C1=CC=CC=C1)(C1=CC=CC=C1)(C1=CC=CC=C1)N1C=NC(=C1)CCCNC(OC(C)(C)C)=O